chlorotolyltriazole CC1=CC=CC=C1C2=NNN=C2Cl